O=C1C(=CCCC1)C1=CC=CC=C1 oxo-2',3',4',5'-tetrahydro-[1,1'-biphenyl]